2-chloro-4-[[5-fluoro-6-[1-methyl-4-(trifluoromethyl)imidazol-2-yl]-3-pyridyl]methoxy]-7-(2-trimethylsilylethoxymethyl)pyrrolo[2,3-d]pyrimidine-5-carbonitrile ClC=1N=C(C2=C(N1)N(C=C2C#N)COCC[Si](C)(C)C)OCC=2C=NC(=C(C2)F)C=2N(C=C(N2)C(F)(F)F)C